3-(6-fluoro-5-((4-(6-(6-((R)-2-(3-fluorophenyl)pyrrolidin-1-yl)imidazo[1,2-b]pyridazin-3-yl)pyridin-2-yl)piperazin-1-yl)methyl)-1-oxoisoindoline-2-yl)piperidine-2,6-dione FC1=C(C=C2CN(C(C2=C1)=O)C1C(NC(CC1)=O)=O)CN1CCN(CC1)C1=NC(=CC=C1)C1=CN=C2N1N=C(C=C2)N2[C@H](CCC2)C2=CC(=CC=C2)F